[N+](=O)([O-])C1=CC=C(C(=O)OC2CC(C2)N2N=CC=C2OC(F)F)C=C1 (1r,3r)-3-(5-(difluoromethoxy)-1H-pyrazol-1-yl)cyclobutyl 4-nitrobenzoate